ClC1=C(C=C(C=C1)N1CC(C2=NC(=CC=C21)C(=O)N2C(CN(CC2)C2=CC=C(C=N2)C(C(=O)O)C)(C)C)(C)C)F 2-(6-(4-(1-(4-chloro-3-fluorophenyl)-3,3-dimethyl-2,3-dihydro-1H-pyrrolo[3,2-b]pyridine-5-carbonyl)-3,3-dimethylpiperazin-1-yl)pyridin-3-yl)propionic acid